NCC1C2(CCC(C1)C2)CN bis-(aminomethyl)-bicyclo[2.2.1]heptane